CN(C(=O)C1N(C1)C)C1CCN(CC1)C=1C2=C(N=C(N1)OC[C@H]1N(CCC1)C)CN(CC2)C2=CC=CC1=CC=CC(=C21)C N,1-dimethyl-N-(1-(7-(8-methylnaphthalen-1-yl)-2-(((S)-1-methylpyrrolidin-2-yl)methoxy)-5,6,7,8-tetrahydropyrido[3,4-d]pyrimidin-4-yl)piperidin-4-yl)aziridine-2-carboxamide